3-methoxy-N-(6-((S)-5-methyl-6,7-dihydro-5H-pyrrolo[2,1-c][1,2,4]triazol-3-yl)pyridin-2-yl)-1-(1,1,1-trifluoro-3-hydroxypropan-2-yl)-1H-pyrazole-4-carboxamide COC1=NN(C=C1C(=O)NC1=NC(=CC=C1)C=1N2C(=NN1)CC[C@@H]2C)C(C(F)(F)F)CO